CC(CCl)C 2-methyl-1-chloro-propane